N1CCC(CC1)C(C)C1=C(C(=O)N)C=CC=C1 (1-(piperidin-4-yl)ethyl)benzamide